6-(benzyloxy)-4-chloro-7-methoxyquinoline C(C1=CC=CC=C1)OC=1C=C2C(=CC=NC2=CC1OC)Cl